N1C=C(C2=CC=CC=C12)C[C@@H]1NC([C@H](N2C1=NC1=CC=CC=C1C2=O)CC2=CNC1=CC=CC=C21)=O (1S,4R)-1,4-bis((1H-indol-3-yl)methyl)-1,2-dihydro-6H-pyrazino[2,1-b]quinazoline-3,6(4H)-dione